4-(1-aminopropyl)pyridin-2-amine hydrochloride Cl.NC(CC)C1=CC(=NC=C1)N